(4-(bis(4-methoxybenzyl)amino)-2-butoxyimidazo[2,1-f][1,2,4]triazin-7-yl)(3-(3-(dimethylamino)propoxy)-4-fluorophenyl)methanol COC1=CC=C(CN(C2=NC(=NN3C2=NC=C3C(O)C3=CC(=C(C=C3)F)OCCCN(C)C)OCCCC)CC3=CC=C(C=C3)OC)C=C1